NC=1SC=C(N1)/C(/C(=O)N[C@H]1[C@@H]2N(C=CC(S2)C(=O)O)C1=O)=C/CC(=O)O 7β-[2-(2-amino-4-thiazolyl)-4-carboxy-2-(Z)-butenamido]-3-cephem-2-carboxylic acid